(R)-5-(2-(dimethylamino)ethoxy)-2-methyl-N-(1-(3-(1-methyl-1H-pyrazol-4-yl)-5-(1-methyl-3-(trifluoromethyl)-1H-pyrazol-5-yl)phenyl)ethyl)benzamide CN(CCOC=1C=CC(=C(C(=O)N[C@H](C)C2=CC(=CC(=C2)C2=CC(=NN2C)C(F)(F)F)C=2C=NN(C2)C)C1)C)C